C1(CCCC1)NC1=CC(=C2C(NC(=NC2=C1)CSC1CCS(CC1)(=O)=O)=O)F 7-(Cyclopentylamino)-2-(((1,1-dioxidotetrahydro-2H-thiopyran-4-yl)thio)methyl)-5-fluoroquinazolin-4(3H)-one